CN(C\C=C/1\C(N(CC1)C=1C=CC=2N=CN=C(C2N1)NC1=CC(=C(C=C1)OC1=CC=2N(C=C1)C=CN2)C)=O)C (3E)-3-[2-(dimethylamino)ethylidene]-1-{4-[(4-[imidazo[1,2-a]pyridin-7-yloxy]-3-methylphenyl)amino]pyrido[3,2-d]pyrimidin-6-yl}pyrrolidin-2-one